NC1CC2(CN(C2)C(=O)N2C=CC3=C2N=CN=C3N([C@H]3CN(CC[C@H]3C)C(CC#N)=O)C)C1 3-((3R,4R)-3-((7-(6-amino-2-azaspiro[3.3]heptane-2-carbonyl)-7H-pyrrolo[2,3-d]pyrimidin-4-yl)(methyl)amino)-4-methylpiperidin-1-yl)-3-oxopropionitrile